CC=1C=CC=C2C=CN=C(C12)N(C(=O)N1CCC(=CC1)C1=CC(=CC=C1)[N+](=O)[O-])[C@H]1CN(CCC1)C(=O)OC(C)(C)C tert-butyl (R)-3-(N-(8-methylisoquinolin-1-yl)-4-(3-nitrophenyl)-1,2,3,6-tetrahydropyridine-1-carboxamido)piperidine-1-carboxylate